8-Bromo-4-[(2R)-3-(3,4-dihydro-1H-isoquinolin-2-yl)-2-hydroxy-propyl]-6-fluoro-2,3-dihydro-1,4-benzoxazepin-5-one BrC1=CC2=C(C(N(CCO2)C[C@@H](CN2CC3=CC=CC=C3CC2)O)=O)C(=C1)F